3-FORMYLISONICOTINONITRILE C(=O)C1=C(C#N)C=CN=C1